dipalmitate sodium [Na+].C(CCCCCCCCCCCCCCC)(=O)[O-].C(CCCCCCCCCCCCCCC)(=O)[O-].[Na+]